(2,5-dichloro-4-pyrimidinyl)-1H-indole ClC1=NC=C(C(=N1)N1C=CC2=CC=CC=C12)Cl